N1N=CC=C(C=C1)S(=O)(=O)N 2,1-diazepin-5-sulfonamide